N-((S)-1-(4-fluorophenyl)-2-((R)-3-fluoropiperidin-1-yl)ethyl)-4-(trifluoromethoxy)benzenesulfonamide FC1=CC=C(C=C1)[C@@H](CN1C[C@@H](CCC1)F)NS(=O)(=O)C1=CC=C(C=C1)OC(F)(F)F